3-oxa-5,8,11-triazapentadecan-15-oate CCOCNCCNCCNCCCC(=O)[O-]